6,7-Dihydro-5H-cyclopenta[b]pyridin-7-amine N1=C2C(=CC=C1)CCC2N